O[C@@H]1C[C@H](N(C1)C([C@H](C(C)(C)C)NC(CNC(OC(C)(C)C)=O)=O)=O)C(NCC1=CC=C(C=C1)C1=C(N=CS1)C)=O tert-butyl (2-(((S)-1-((2S,4R)-4-hydroxy-2-((4-(4-methylthiazol-5-yl) benzyl)carbamoyl)pyrrolidin-1-yl)-3,3-dimethyl-1-oxobutan-2-yl)amino)-2-oxoethyl)carbamate